(S)-N-((R)-(5-chloro-2-methoxyphenyl)(1-(benzenesulfonyl)-1H-indol-2-yl)methyl)-2-methylpropane-2-sulfinamide ClC=1C=CC(=C(C1)[C@@H](N[S@@](=O)C(C)(C)C)C=1N(C2=CC=CC=C2C1)S(=O)(=O)C1=CC=CC=C1)OC